C(C=CCCCCCCC(=O)O)(=O)O 2-decenedioic acid